methyl (cis)-4-(4-bromo-2-oxo-2,3-dihydro-1H-1,3-benzodiazol-1-yl)cyclohexane-1-carboxylate BrC1=CC=CC=2N(C(NC21)=O)[C@H]2CC[C@H](CC2)C(=O)OC